3-(4-(2-(dimethylamino)ethoxy)phenyl)acrylate CN(CCOC1=CC=C(C=C1)C=CC(=O)[O-])C